C(C)OC(CCN(CCC(=O)[O-])CCCCCC)=O.[Na+] Sodium Ethylhexyliminodipropionate